monomethyl acrylate C(C=C)(=O)OC